((2R,3S,4R,5R)-5-(4-Aminopyrrolo[2,1-f][1,2,4]triazin-7-yl)-5-cyano-3,4-dihydroxytetrahydrofuran-2-yl)methyl (2-(hexadecyloxy)ethyl) hydrogen phosphate P(=O)(OC[C@H]1O[C@@]([C@@H]([C@@H]1O)O)(C#N)C1=CC=C2C(=NC=NN21)N)(OCCOCCCCCCCCCCCCCCCC)O